(S)-sec-butyl chloromethyl carbonate C(O[C@@H](C)CC)(OCCl)=O